C(C=C)N(CC=C)CC1=CC=CC=C1 N,N-diallyl-benzylamine